N[C@@H](CCC(=O)O)C(=O)O.FC=1C=CC(=NC1)[C@@]1(CCOC2(C1)CCOCC2)CCNC2CC1=CC=CC=C1C2 (R)-N-(2-(4-(5-fluoropyridin-2-yl)-1,9-dioxaspiro[5.5]undecan-4-yl)ethyl)-2,3-dihydro-1H-inden-2-amine L-glutamate